ClC1=CC=C(OCCCCN[C@@H]2C=C([C@@H]([C@@H]([C@H]2O)O)O)CF)C=C1 (1S,2S,3S,6R)-6-((4-(4-chlorophenoxy)butyl)amino)-4-(fluoromethyl)cyclohex-4-ene-1,2,3-triol